tert-Butyl 4-((4-((5-bromo-2-methoxyphenyl)amino)-7-ethoxyquinazolin-6-yl)oxy)piperidine-1-carboxylate BrC=1C=CC(=C(C1)NC1=NC=NC2=CC(=C(C=C12)OC1CCN(CC1)C(=O)OC(C)(C)C)OCC)OC